NC1=C(C(=NC=2N1N=C(C2CC2CCC2)C)S(=O)(=O)C)C#N 7-amino-3-(cyclobutylmethyl)-2-methyl-5-(methylsulfonyl)pyrazolo[1,5-a]pyrimidine-6-carbonitrile